COC1=C2C=C(NC2=CC=C1)C(=O)N[C@H](C(=O)N[C@H](C(=O)SC1=C(C(=O)OC)C=CC=C1)C[C@H]1C(NCC1)=O)CC(C)C methyl 2-(((S)-2-((S)-2-(4-methoxy-1H-indole-2-carboxamido)-4-methylpentanamido)-3-((S)-2-oxopyrrolidin-3-yl)propanoyl)thio)benzoate